O1COC2=C1C=CC(=C2)OC2=NC=CC(=C2)N2C(NC1(C2=O)CCCCC1)=O 3-[2-(1,3-benzodioxol-5-yloxy)-4-pyridyl]-1,3-diazaspiro[4.5]decane-2,4-dione